NC1=CC(=C(C=N1)O)C 6-amino-4-methyl-pyridin-3-ol